1,3-dibromo-5-phenoxybenzene BrC1=CC(=CC(=C1)OC1=CC=CC=C1)Br